FC(C(C(C(C(=O)[O-])(F)F)(F)F)(F)F)(F)F.[Na+] sodium nonafluorovalerate